N[C@H]1[C@@H]2N(C[C@H]1CC2)C(=O)C2=CC1=C(N(C(=N1)C=1N(C3=CC(=CC=C3C1)C1=CC=C3CCC(NC3=C1)=O)CC1CC1)C)C(=C2)OC 7-(2-{5-[(1R,4R,7R)-7-amino-2-azabicyclo[2.2.1]heptane-2-carbonyl]-7-methoxy-1-methyl-1H-1,3-benzodiazol-2-yl}-1-(cyclopropylmethyl)-1H-indol-6-yl)-1,2,3,4-tetrahydroquinolin-2-one